5-Amino-1-cyclopentyl-3-[3,5-difluoro-4-[[(5-fluoro-2-methoxy-benzoyl)amino]methyl]phenyl]pyrazole-4-carboxamide NC1=C(C(=NN1C1CCCC1)C1=CC(=C(C(=C1)F)CNC(C1=C(C=CC(=C1)F)OC)=O)F)C(=O)N